tert-butyl-5-bromo-3-(4-carbamoylpiperidine-1-carbonyl)-1H-indazole-1-carboxylate (tert-butyl 5-bromo-3-(4-carbamoylpiperidine-1-carboyl)-1H-indazole-1-carboxylate) C(C)(C)(C)C1=C2C(=NN(C2=CC=C1Br)C(=O)O)C(=O)N1CCC(CC1)C(N)=O.C(C)(C)(C)OC(=O)N1N=C(C2=CC(=CC=C12)Br)C(=O)N1CCC(CC1)C(N)=O